ClC1=NC(=CC=C1)N1N=C(C=C1)I 2-chloro-6-(3-iodo-1H-pyrazol-1-yl)pyridine